C1[C@@H]2N(C1=O)[C@H](/C(=C/C=O)/O2)C(=O)[O-] The molecule is a monocarboxylic acid anion that is the conjugate base of clavaldehyde, obtained by deprotonation of the carboxy group; major species at pH 7.3. It has a role as a bacterial metabolite. It is a conjugate base of a clavaldehyde.